C(CCCCCCC)(=O)[Ti](C(CCCCCCC)=O)C(CCCCCCC)=O trioctanoyl-titanium